C(C1=CC=CC=C1)NC1=NC2=CC=CC=C2C=C1 BENZYLAMINOQUINOLINE